FC1=CC=C(C=C1)[C@@H](C(=O)O)COC |r| (2RS)-2-(4-fluorophenyl)-3-methoxypropanoic acid